N-((R)-3-methoxy-1-oxo-1-(((R)-3-phenyl-1-(4,4,5,5-tetramethyl-1,3,2-dioxaborolan-2-yl)propyl)amino)propan-2-yl)pyrazine-2-carboxamide COC[C@H](C(N[C@@H](CCC1=CC=CC=C1)B1OC(C(O1)(C)C)(C)C)=O)NC(=O)C1=NC=CN=C1